(R)-3-((1-(4-cyano-2-hydroxyphenyl)pyrido[3,4-d]pyridazin-4-yl)amino)piperidine C(#N)C1=CC(=C(C=C1)C1=C2C(=C(N=N1)N[C@H]1CNCCC1)C=NC=C2)O